C(CCC)OC1=CC=C2C=CNC2=C1 6-butoxy-1H-indol